2-((3-chloro-2-(cyclopropylmethoxy)-5-trifluoromethylphenyl)amino)benzoic acid ClC=1C(=C(C=C(C1)C(F)(F)F)NC1=C(C(=O)O)C=CC=C1)OCC1CC1